[Cl-].[Cl-].C(C)(C)(C)C1(CCCCC1)C1(C=CC=C1)[Zr+2]C1(C=CC=C1)C1(CCCCC1)C(C)(C)C bis((1-t-butylcyclohexyl)cyclopentadienyl)zirconium dichloride